CC=1C(=[N+](C2=CC=CC=C2[N+]1[O-])[O-])CC(=O)CC1=C(C=CC=C1)O e-3-methyl-2-(2-hydroxyphenylacetonyl)quinoxaline-1,4-dioxide